tert-butyl ((4-(2-(3-(trifluoromethyl)-1H-1,2,4-triazol-5-yl) imidazo[1,2-a]pyrimidin-3-yl)-1H-imidazol-1-yl) methyl) succinate C(CCC(=O)OCN1C=NC(=C1)C1=C(N=C2N1C=CC=N2)C2=NC(=NN2)C(F)(F)F)(=O)OC(C)(C)C